FC1(C[C@@H](N(C1)[C@@H]1CN(CC1)C)C(=O)NC=1C=CC=C2C(=CNC12)C1=NC(=NC=C1)NC=1C(=NN(C1)C)OC)F (2R,3'S)-4,4-difluoro-N-(3-(2-((3-methoxy-1-methyl-1H-pyrazol-4-yl)amino)pyrimidin-4-yl)-1H-indol-7-yl)-1'-meth-yl-[1,3'-bipyrrolidine]-2-carboxamide